NONA-2,6-DIENAL C(C=CCCC=CCC)=O